C(C1=CC=CC=C1)OC1=CC=C(C=C1)C=1SC=C(N1)C(=O)NCCN1CCCCC1 2-(4-(benzyloxy)phenyl)-N-(2-(piperidine-1-yl)ethyl)thiazole-4-formamide